4-iodo-5-methanesulfonyl-1H-imidazole IC=1N=CNC1S(=O)(=O)C